Cl.Cl.Cl.NC(CO)(CO)CO tromethamine, Tris-hydrochloride